isoamyl isodecanoate C(CCCCCCC(C)C)(=O)OCCC(C)C